BrCC=1C=C(C=C(C1)CBr)CO (3,5-bis(bromomethyl)phenyl)methanol